tert-butyl 2-(hydroxymethyl)-1,4-oxazepane-4-carboxylate OCC1OCCCN(C1)C(=O)OC(C)(C)C